Ethyl-({2-fluoro-4-methyl-5-[(2,2,2-trifluoroethyl)sulfanyl]phenyl}carbamothioyl)carbamat C(C)OC(NC(NC1=C(C=C(C(=C1)SCC(F)(F)F)C)F)=S)=O